C(C)(C)(C)C1N2C(C3=CC(=C(C=C3C1)C1=CN=C(S1)N1CCC(CC1)OC)OC)=CC(C(=C2)C(=O)O)=O 6-tert-butyl-10-methoxy-9-[2-(4-methoxypiperidin-1-yl)thiazol-5-yl]-2-oxo-6,7-dihydro-2H-pyrido[2,1-a]isoquinoline-3-carboxylic acid